phosphininium acetate C(C)(=O)[O-].[PH+]1=CC=CC=C1